BrC1=C(C(=NC(=C1)Cl)C(=O)OC)C methyl 4-bromo-6-chloro-3-methylpyridinecarboxylate